ClC1=CC=C(C(=N1)C(=O)O)N[C@H](C)C1=C2N=C(C(=NC2=CC(=C1)C)C#N)N1C[C@]2(CCOC2)CC1 6-chloro-3-(((R)-1-(2-cyano-7-methyl-3-((R)-2-oxa-7-azaspiro[4.4]nonan-7-yl)quinoxalin-5-yl)ethyl)amino)picolinic acid